C(CCCCCCC\C=C/C\C=C/CCCCC)(=O)OO (R)-peroxylinoleic acid